(Z)-5-(3,5-difluorobenzylidene)oxazolidine-2,4-dithione FC=1C=C(\C=C/2\C(NC(O2)=S)=S)C=C(C1)F